N1=CC=CC(=C1)OB([O-])[O-].[Li+].[Li+] Lithium pyridin-5-ylborate